(S)-N-(1-(5-Aminopyridin-2-yl)-2,2,2-trifluoroethyl)-N-methyl-1-(methylsulfonyl)piperidine-4-carboxamide NC=1C=CC(=NC1)[C@@H](C(F)(F)F)N(C(=O)C1CCN(CC1)S(=O)(=O)C)C